COC=1C=C(C[C@@H](C=O)C(C)C)C=CC1OC |o1:6| (R or S)-2-(3,4-dimethoxybenzyl)-3-methylbutanal